C(C)(=O)[O-].C(C1=CC=CC=C1)[N+](C)(C)C benzyltrimethylammonium acetate salt